N-(4-(4-(dimethylamino)piperidin-1-yl)-2-nitrophenyl)acetamide CN(C1CCN(CC1)C1=CC(=C(C=C1)NC(C)=O)[N+](=O)[O-])C